ethyl 2-[4-(difluoromethoxy)phenyl]-4-methyl-pyrimidine-5-carboxylate FC(OC1=CC=C(C=C1)C1=NC=C(C(=N1)C)C(=O)OCC)F